(5S)-3-((2-((S)-1-Amino-5,5,5-trifluoro-4,4-dimethylpentyl)imidazo[1,2-b]pyridazin-7-yl)methyl)-5-(trifluoromethyl)pyrrolidin-2-one N[C@@H](CCC(C(F)(F)F)(C)C)C=1N=C2N(N=CC(=C2)CC2C(N[C@@H](C2)C(F)(F)F)=O)C1